C(\C=C/C=CCCCCCCCCCCCCC)(=O)O z,8z-octadecadienoic acid